propyl-p-hydroxybenzoate C(CC)OC(C1=CC=C(C=C1)O)=O